Methyl 3-(4-(dibenzo[b,d]thiophen-4-yl)thiophen-2-yl)-3-oxopropanoate C1=CC=C(C=2SC3=C(C21)C=CC=C3)C=3C=C(SC3)C(CC(=O)OC)=O